(Z)-3-((1H-pyrrol-2-yl)methylene)-5-((3-bromo-5-fluorobenzyl)amino)indolin-2-one N1C(=CC=C1)\C=C\1/C(NC2=CC=C(C=C12)NCC1=CC(=CC(=C1)F)Br)=O